1-benzofuran-3(2H)-one O1CC(C2=C1C=CC=C2)=O